1-benzyl-7-chloro-1H-2,1-benzothiazin-4(3H)-one 2,2-dioxide C(C1=CC=CC=C1)N1S(CC(C2=C1C=C(C=C2)Cl)=O)(=O)=O